OC=1C=NC(=NC1)N1CC2NS(C=3C(OCC2C1)=C(N(C3)C)C(=O)NC3=CC(=C(C(=C3)F)F)F)(=O)=O 2-(5-hydroxypyrimidin-2-yl)-7-methyl-N-(3,4,5-trifluorophenyl)-2,3,3a,4,10,10a-hexahydro-1H,7H-dipyrrolo[3,4-b:3',4'-f][1,4,5]oxathiazocine-8-carboxamide 5,5-dioxide